(2R)-2-(6-(5-chloro-2-((tetrahydro-2H-pyran-4-yl)amino)pyrimidin-4-yl)-4-oxopyrrolo[2,1-f][1,2,4]triazin-3(4H)-yl)-N-(1-(3-chlorophenyl)-2-hydroxyethyl)propionamide ClC=1C(=NC(=NC1)NC1CCOCC1)C=1C=C2C(N(C=NN2C1)[C@@H](C(=O)NC(CO)C1=CC(=CC=C1)Cl)C)=O